Propionat C(CC)(=O)[O-]